P(O[C@@H]1[C@H](OC(C1)N1C(NC(C(=C1)C)=O)=O)COP(=O)(O)OCCCC)(OCCCC)=O (2R,3S)-2-((butoxy(hydroxy)phosphoryloxy)methyl)-5-(5-methyl-2,4-dioxo-3,4-dihydropyrimidin-1(2H)-yl)tetrahydrofuran-3-yl butyl phosphonate